4-Bromo-1,2-dihydropyridazin-3,6-dione BrC=1C(NNC(C1)=O)=O